N-(4-(4-chlorophenyl)piperidin-4-yl)-3-(methylamino)-4-(trifluoromethoxy)benzenesulfonamide ClC1=CC=C(C=C1)C1(CCNCC1)NS(=O)(=O)C1=CC(=C(C=C1)OC(F)(F)F)NC